N-(((1S,4aS,4bS,6aR,8R,10aS,10bS,12aS)-10a-ethyl-8-hydroxy-8,12a-dimethyloctadecahydrochrysen-1-yl)methyl)benzamide C(C)[C@]12CC[C@@](C[C@H]1CC[C@H]1[C@@H]3CCC[C@@H]([C@]3(CC[C@H]21)C)CNC(C2=CC=CC=C2)=O)(C)O